CC1=CC(=C(N=C1)C2=N[C@](C(=O)N2)(C)C(C)C)C(=O)[O-].[NH4+] The molecule is an ammonium salt resulting from the formal reaction of the carboxy group of (R)-imazapic with 1 mol eq. of ammonia. It contains a (R)-imazapic(1-). It is an enantiomer of a (S)-imazapic-ammonium.